BrC1C=CC(S1)=C1SC(C=C1)(C=1SC=CC1)Br 5,5'-Dibromo-2,2':5',2''-Terthiophene